C(C)(C)(C)OC(=O)N[C@@]1(CN(CC1)C1=CC(=NC=C1C(=O)O)C(F)(F)F)C (S)-4-(3-((tert-butoxycarbonyl)amino)-3-methylpyrrolidin-1-yl)-6-(trifluoromethyl)nicotinic acid